NC1=C(C=CC(=C1C)N)O 2,4-diamino-3-methylphenol